ClC=1C(=NC(=CC1)C)C(=O)N1CC=2N=C(SC2C1)NC(=O)C=1C=NC(=CC1C1=CC(=NC=C1OC)C(F)F)C N-(5-(3-chloro-6-methylpicolinoyl)-5,6-dihydro-4H-pyrrolo[3,4-d]thiazol-2-yl)-2'-(difluoromethyl)-5'-methoxy-6-methyl-[4,4'-bipyridine]-3-carboxamide